CCCCCCCC/C=C\\CCCCCCCCCC(=O)OC[C@H](COP(=O)([O-])OCC[N+](C)(C)C)O The molecule is a 1-icosenoyl-sn-glycero-3-phosphocholine in which the the double bond of the icosenoyl group is at the 11-12 position and has Z configuration.